ethyl 3-(4-((1S,4S,5R)-5-((4-cyclopropyl-1-(2,6-dimethylphenyl)-1H-pyrazol-5-yl)methoxy)-2-aza-bicyclo[2.2.1]heptan-2-yl)-3-fluorophenyl)propanoate C1(CC1)C=1C=NN(C1CO[C@H]1[C@@H]2CN([C@H](C1)C2)C2=C(C=C(C=C2)CCC(=O)OCC)F)C2=C(C=CC=C2C)C